tert-butyl N-[[6-(thiazol-4-ylmethoxy)-5-(trifluoromethyl)-1H-indol-2-yl]methyl]carbamate S1C=NC(=C1)COC1=C(C=C2C=C(NC2=C1)CNC(OC(C)(C)C)=O)C(F)(F)F